2-(N-[4-Amino-5-[4-[2-amino-1-methyl-2-oxoethoxy]benzoyl]thiazol-2-yl]anilino)propanamid NC=1N=C(SC1C(C1=CC=C(C=C1)OC(C(=O)N)C)=O)N(C1=CC=CC=C1)C(C(=O)N)C